N-acetoxy-1-(4-phenylsulfanylphenyl)-3-cyclohexylpropane-1-on-2-imine C(C)(=O)ON=C(C(=O)C1=CC=C(C=C1)SC1=CC=CC=C1)CC1CCCCC1